C(C1=CC=CC=C1)OC=1C(=C(OCC(=O)OCC)C=CC1F)C=O ethyl 2-[3-(benzyloxy)-4-fluoro-2-formylphenoxy]acetate